CC1(CC(C1)NC1CN(CC1)C1=CC=C(N=N1)C1=C(C=C(C=C1)C1=CN=NC(=C1)OC)O)C 2-(6-{3-[(3,3-dimethylcyclobutyl)amino]pyrrolidin-1-yl}pyridazin-3-yl)-5-(6-methoxypyridazin-4-yl)phenol